(R)-1-(6-(4-(3-((2,5,7-trimethyl-[1,2,4]triazolo[1,5-a]pyrimidin-6-yl)oxy)pyrrolidin-1-yl)phenyl)pyridazine-3-carbonyl)azetidine-3-carboxamide CC1=NN2C(N=C(C(=C2C)O[C@H]2CN(CC2)C2=CC=C(C=C2)C2=CC=C(N=N2)C(=O)N2CC(C2)C(=O)N)C)=N1